FC(CN1N=CC=2C1=NC(=CN2)N2CC1(CC2)CCN(CC1)C1=CC(=NC=C1)C(F)(F)F)F 2-[1-(2,2-difluoroethyl)-1H-pyrazolo[3,4-b]pyrazin-6-yl]-8-[2-(trifluoromethyl)pyridin-4-yl]-2,8-diazaspiro[4.5]decane